C1=CC=CC=2C3=CC=CC=C3N(C12)C=1C=C(C=CC1)C1=CC(=CC=C1)C1=CC=2C(=C3N=CC=NC3=C3C2C=CC=C3)C=C1 7-[3'-(9H-carbazol-9-yl)biphenyl-3-yl]dibenzo[f,H]quinoxaline